TETRAHYDROFURFURYL BUTYRATE C(CCC)(=O)OCC1CCCO1